NCCNC1=CC=CC=C1 (2-aminoethyl)aniline